6-((2-amino-2-oxo-1-phenylethyl)thio)-3,5-dicyano-4-ethylpyrazine NC(C(C1=CC=CC=C1)SC1=C(N(C(C=N1)C#N)CC)C#N)=O